CCCCCCCC/C=C\CCCCCC(CC(=O)O[C@@H](CCC(=O)[O-])[N+](C)(C)C)O 3-hydroxypalmitoylcarnitine